(4-(6-(butylamino)-3-((4-fluorobenzyl) amino)-1H-pyrazolo[3,4-d]pyrimidin-1-yl) cyclohexyl) carbamate C(N)(OC1CCC(CC1)N1N=C(C=2C1=NC(=NC2)NCCCC)NCC2=CC=C(C=C2)F)=O